(+-)-2-(4-methyl-3-cyclohexen-1-yl)-2-propyl acetate C(C)(=O)OC(C)(C)[C@H]1CC=C(CC1)C |r|